2-(3,4-dihydroxyphenyl)acetamide OC=1C=C(C=CC1O)CC(=O)N